C(C=C)(=O)N1CCN(CC1)[C@@H]1C=2C(NCC1)=C(N(N2)C2=CC=C(C=C2)OC2=CC(=CC=C2)OC(F)(F)F)C(=O)N (7S)-7-[4-(prop-2-enoyl)piperazin-1-yl]-2-{4-[3-(trifluoromethoxy)phenoxy]phenyl}-4,5,6,7-tetrahydro-2H-pyrazolo[4,3-b]pyridine-3-carboxamide